ClC1=NC=C(C(=C1)N1C(C=C(C=C1C1CC1)OCC1=NC=C(C=C1F)F)=O)C 2'-Chloro-6-cyclopropyl-4-((3,5-difluoropyridin-2-yl)methoxy)-5'-methyl-2H-[1,4'-bipyridin]-2-one